5-chloro-2-isopropyl-6-methyl-1H-imidazo[4,5-b]pyridine ClC1=C(C=C2C(=N1)N=C(N2)C(C)C)C